IC1=NN(C2=NC(=NC(=C21)C#N)SC)COCC[Si](C)(C)C 3-iodo-6-(methylsulfanyl)-1-((2-(trimethylsilyl)ethoxy)methyl)-1H-pyrazolo[3,4-d]pyrimidine-4-carbonitrile